CC1=NOC(=C1C=1C=C2C(=NC1)N(C=C2C2=C(C=C(C(=O)O)C=C2OC(C)C)OC(C)C)[C@@H](C)C2=NC=CC=C2)C (S)-4-(5-(3,5-dimethylisoxazol-4-yl)-1-(1-(pyridin-2-yl)ethyl)-1H-pyrrolo[2,3-b]pyridin-3-yl)-3,5-diisopropoxybenzoic acid